ClC1=C(C(=O)N2CCN(CC2)C(C[N+](C)(C)C)=O)C=CC(=C1)NC(=O)C=1N(C(=CN1)C1=CC=C(C=C1)C=1C(=NNC1)C)C [2-[4-[2-chloro-4-[[1-methyl-5-[4-(3-methyl-1H-pyrazol-4-yl)phenyl]imidazole-2-carbonyl]amino]benzoyl]piperazin-1-yl]-2-oxo-ethyl]-trimethyl-ammonium